NC(C)C1(CCN(CC1)C=1C(=NC(=C(N1)C)C1=C(C(=NC=C1)Cl)Cl)CO)CC (3-(4-(1-aminoethyl)-4-ethylpiperidin-1-yl)-6-(2,3-dichloropyridin-4-yl)-5-methylpyrazin-2-yl)methanol